C1(CC1)C1=NC=NC(=C1C=1N=CC=2C(N1)=NC(C(C2)C=2C=NN(C2)C2CCN(CC2)C)=O)OC 2-(4-cyclopropyl-6-methoxypyrimidin-5-yl)-6-[1-(1-methylpiperidin-4-yl)pyrazol-4-yl]pyrido[2,3-d]pyrimidin-7-one